C(=C)C1CCC(CC1)(O)C(=O)C1=CC=CC=C1 (4-ethenyl-1-hydroxycyclohexyl)-phenylmethanone